4-(difluoromethyl)-2-[3-(3,5-dimethylisoxazol-4-yl)pyrazolo[1,5-a]pyridin-5-yl]thiazole-5-carboxylic acid FC(C=1N=C(SC1C(=O)O)C1=CC=2N(C=C1)N=CC2C=2C(=NOC2C)C)F